C1(CC1)S(=O)(=O)N1C[C@H]([C@@H](CC1)NC1=NN2C(C=N1)=CC=C2C2=NC=CC(=C2)C(F)F)O (3R,4R)-1-(cyclopropylsulfonyl)-4-((7-(4-(difluoromethyl)pyridin-2-yl)pyrrolo[2,1-f][1,2,4]triazin-2-yl)amino)piperidin-3-ol